COC(C1=C(C=C(C=C1)Cl)S(N(C1=CC=CC=C1)C)(=O)=O)=O 4-chloro-2-(N-methyl-N-phenylsulfamoyl)benzoic acid methyl ester